C(C)(C)(C)OC(=O)CCCCCCCC octane-8-Carboxylic acid tert-butyl ester